C1(=CC=CC=C1)/C=C/C(=O)OC methyl (2E)-3-phenylacrylate